BrC=1C=CC(=NC1)CNC(C1=C(C=CC=C1)OC)=O N-[(5-bromo-2-pyridinyl)methyl]-2-methoxy-benzamide